C1(CC1)N1C=C(C2=CC=CC=C12)C1=NC(=NC=C1OCC1=CC=C(C=C1)OC(F)(F)F)NC=1C=CC(=C(C1)NC(\C=C\C1N(CCC1)C)=O)C (E)-N-(5-((4-(1-Cyclopropyl-1H-indol-3-yl)-5-((4-(trifluoromethoxy)benzyl)oxy)pyrimidin-2-yl)amino)-2-methylphenyl)-3-(1-methylpyrrolidin-2-yl)acrylamide